5-(2-hydroxyethyl)-1-[(4-methoxyphenyl)methyl]-4-(trifluoromethyl)pyridin-2-one OCCC=1C(=CC(N(C1)CC1=CC=C(C=C1)OC)=O)C(F)(F)F